3-cyclohexylaminopropyl-triethoxysilane C1(CCCCC1)NCCC[Si](OCC)(OCC)OCC